CC1=C(C=C(C=C1)S)O 4-methyl-3-hydroxy-benzenethiol